butyl (7-(N-(1-methylcyclopropyl)sulfamoyl)-5-(2-oxa-7-azaspiro[3.5]nonan-7-yl)quinolin-2-yl)carbamate CC1(CC1)NS(=O)(=O)C1=CC(=C2C=CC(=NC2=C1)NC(OCCCC)=O)N1CCC2(COC2)CC1